[Li+].C(CCCC)C(C(=O)[O-])C(=O)[O-].[Li+] 2-pentylmalonic acid lithium salt